C1(CC1)C1=CC(=CC2=C1N=C(O2)C2=C(C=C(C=C2)N2C[C@H](CC2)C(=O)O)F)C(=O)N2[C@@H](C1=CC=CC=C1CC2)C (3S)-1-(4-{4-Cyclopropyl-6-[(1R)-1-methyl-1,2,3,4-tetrahydroisoquinoline-2-carbonyl]-1,3-benzoxazol-2-yl}-3-fluorophenyl)pyrrolidine-3-carboxylic acid